CC1=C(C(NC(=C1)C)=O)CN1C(C=2C(=C3C(=C(C2CC1)C1=CC=NC=C1)O[C@@](O3)(C)[C@@H]3CC[C@H](CC3)N(C)C)C)=O (S)-6-((4,6-dimethyl-2-oxo-1,2-dihydropyridin-3-yl)methyl)-2-(trans-4-(dimethylamino)cyclohexyl)-2,4-dimethyl-9-(pyridin-4-yl)-7,8-dihydro-[1,3]dioxolo[4,5-g]isoquinolin-5(6H)-one